C(C)OC(CC(=O)NC1=C2CCN(CC2=CC=C1)C(=O)OCC1=CC=CC=C1)OCC benzyl 5-(3,3-diethoxypropionylamino)-3,4-dihydroisoquinoline-2(1H)-carboxylate